1-methylphosphinane 1-oxide CP1(CCCCC1)=O